2-(2-(2-(difluoromethoxy)-7-methylquinoxalin-5-yl)benzofuran-5-yloxy)acetic acid tert-butyl ester C(C)(C)(C)OC(COC=1C=CC2=C(C=C(O2)C2=C3N=CC(=NC3=CC(=C2)C)OC(F)F)C1)=O